4-methyl-1-(3-(quinolin-7-yl)-1H-pyrazolo[4,3-b]pyridin-6-yl)piperidin-4-amine CC1(CCN(CC1)C=1C=C2C(=NC1)C(=NN2)C2=CC=C1C=CC=NC1=C2)N